(RS)-[5-[2-cyclopropyl-1-(2-fluorophenyl)-2-oxoethyl]-6,7-dihydro-4H-thieno[3,2-c]pyridine-2-yl]acetate C1(CC1)C([C@@H](C1=C(C=CC=C1)F)N1CC2=C(CC1)SC(=C2)CC(=O)[O-])=O |r|